8-chloro-5-[[2-[3,3-difluoro-3-([1,2,4]triazolo[4,3-a]pyridin-7-yl)propyl]-2-azaspiro[3.3]heptan-6-yl]oxy]-2-methyl-phthalazin-1-one ClC=1C=CC(=C2C=NN(C(C12)=O)C)OC1CC2(CN(C2)CCC(C2=CC=3N(C=C2)C=NN3)(F)F)C1